N,N-bis-(trifluoromethanesulfonyl)aniline C1=CC=C(C=C1)N(S(=O)(=O)C(F)(F)F)S(=O)(=O)C(F)(F)F